(1S,2R)-2-(((R)-(3-fluoro-4-isopropylphenyl)(1H-pyrazol-5-yl)methyl)carbamoyl)cyclopentane-1-carboxylic acid FC=1C=C(C=CC1C(C)C)[C@H](C1=CC=NN1)NC(=O)[C@H]1[C@H](CCC1)C(=O)O